3-amino-N-propyl-8-(1,2,5,6-tetrahydropyridin-3-yl)imidazo[1,2-a]pyridine-2-carboxamide NC1=C(N=C2N1C=CC=C2C=2CNCCC2)C(=O)NCCC